[Cl-].[Cl-].C[Si](=[Zr+2](C1C(=CC2=C(C=CC=C12)C1=CC=CC=C1)CCC)C1C(=CC2=C(C=CC=C12)C1=CC=CC=C1)CCC)C Dimethylsilanediylbis(2-propyl-4-phenylindenyl)zirconium dichloride